N-(2-{[6-(5-chloro-2-fluorophenyl)-4-({7-[2-(4-methylpiperazin-1-yl)ethoxy]quinolin-4-yl}amino)pyridazin-3-yl]oxy}ethyl)methanesulfonamide ClC=1C=CC(=C(C1)C1=CC(=C(N=N1)OCCNS(=O)(=O)C)NC1=CC=NC2=CC(=CC=C12)OCCN1CCN(CC1)C)F